6-(Benzylthio)-3-(tetrahydro-2H-pyran-4-yl)-1,3,5-triazine-2,4(1H,3H)-dione C(C1=CC=CC=C1)SC1=NC(N(C(N1)=O)C1CCOCC1)=O